N-(trifluoromethanesulfonyl-oxy)phthalimide FC(S(=O)(=O)ON1C(C=2C(C1=O)=CC=CC2)=O)(F)F